Cl(=O)(=O)(=O)[O-].[Zn+2].Cl(=O)(=O)(=O)[O-] zinc perchlorate salt